O=C1NC(CCC1N1C(=CC2=CC(=CC=C12)C1CCN(CC1)C(=O)OC(C)(C)C)C)=O tert-butyl 4-[1-(2,6-dioxo-3-piperidyl)-2-methyl-indol-5-yl]piperidine-1-carboxylate